(3R,4R)-4-fluoropyrrolidin-3-ol, hydrochloride Cl.F[C@H]1[C@@H](CNC1)O